C(C1=CC=CC=C1)N(C1CC2=C(N(N=C2CC1)C1=CC=C(C=C1)Br)O)C 5-(Benzylmethylamino)-2-(4-bromophenyl)-4,5,6,7-tetrahydro-2H-indazol-3-ol